(4-bromophenyl)(4-(2-hydroxyethoxy)phenyl)methanone BrC1=CC=C(C=C1)C(=O)C1=CC=C(C=C1)OCCO